(R)-5-(2-methyl-6-morpholinyl-7-oxo-4-((1-(3-(pentafluoro-λ6-sulfanyl)phenyl)Ethyl)amino)-6,7-dihydropyrido[4,3-d]pyrimidin-8-yl)pyridinecarbonitrile CC=1N=C(C=2C(N1)=C(C(N(C2)N2CCOCC2)=O)C=2C=CC(=NC2)C#N)N[C@H](C)C2=CC(=CC=C2)S(F)(F)(F)(F)F